CN(C)N1N=C(C=2C1=NC=NC2)C(=O)N dimethylamino-1H-pyrazolo[3,4-d]pyrimidine-3-carboxamide